SCCC(=O)O.SCCC(=O)O.SCCC(=O)O.C(O)C(CC)(CO)CO trimethylol-propane tris(3-mercaptopropionate)